COC(CCN)CCC 3-methoxyhexylamine